CC1(NC(=NC=C1C(F)(F)F)NC1=CC=C(C=C1)N1CCOCC1)N 4-methyl-N2-(4-morpholinophenyl)-5-(trifluoromethyl)pyrimidine-2,4-diamine